C[C@H]1[C@@H](CN(C1)CC=1C=C2C=CC(=NC2=CC1)[C@@H]1COCC1)OC=1C=C2CN(C(C2=CC1)=O)C1C(NC(CC1)=O)=O 3-(5-(((3S,4R)-4-Methyl-1-((2-((R)-tetrahydrofuran-3-yl)quinolin-6-yl)methyl)pyrrolidin-3-yl)oxy)-1-oxoisoindolin-2-yl)piperidine-2,6-dione